3,5-di-t-butylcresol C(C)(C)(C)C1=C(C(=CC(=C1)C(C)(C)C)O)C